(R and S)-4-(((R)-1-(3-(1,1-difluoro-2-hydroxy-2-methylpropyl)-2-fluorophenyl)ethyl)amino)-2,6,8-trimethyl-6,8-dihydro-7H-pyrrolo[3,2-g]quinazolin-7-one FC(C(C)(C)O)(F)C=1C(=C(C=CC1)[C@@H](C)NC1=NC(=NC2=CC3=C(C=C12)[C@H](C(N3C)=O)C)C)F |&1:26|